OC=1C2=C(N=CN1)SC(=N2)C2=CC(=C(C=C2)SC2=CC=CC=C2)[N+](=O)[O-] 7-Hydroxy-2-(3-nitro-4-phenylthiophenyl)thiazolo[5,4-d]pyrimidine